2,3,4,5-tetramethyl-1,6-hexanediamine CC(CN)C(C(C(CN)C)C)C